3-[3-(4-chlorophenyl)-1,2,4-thiadiazol-5-yl]Bicyclo[1.1.1]Pentane-1-amine ClC1=CC=C(C=C1)C1=NSC(=N1)C12CC(C1)(C2)N